4,7-di(2-thienothienyl)-benzothiadiazole S1C(=CC2=C1C=CS2)C2=CC=C(C1=C2N=NS1)C1=CC2=C(C=CS2)S1